C1(CC1)N=S1CCN(CC2=C1C=CC=C2)C2=NC1=CC=C(C=C1C(=N2)N[C@@H]2CNC[C@H]2O)C 1-(Cyclopropylimino)-4-(4-(((3R,4R)-4-hydroxypyrrolidin-3-yl)amino)-6-methylquinazolin-2-yl)-2,3,4,5-tetrahydro-benzo[f][1,4]thiazepine